S(N)(=O)(=O)C=1C=C(C=CC1)NC(=O)C=1C(=NC=C(C1)C(F)(F)F)N1CCC(CCC1)C(=O)OC methyl 1-[3-[(3-sulfamoylphenyl)-carbamoyl]-5-(tri-fluoromethyl)-2-pyridyl]azepane-4-carboxylate